3,3'-dibromo-5,5'-bis(trimethylsilyl)-2,2'-bithiophene BrC1=C(SC(=C1)[Si](C)(C)C)C=1SC(=CC1Br)[Si](C)(C)C